5-chloro-N-[(3-pyridine-2-oxy)phenylthiocarbamoyl]thiophene-2-carboxamide ClC1=CC=C(S1)C(=O)NC(NC1=CC(=CC=C1)OC1=NC=CC=C1)=S